COC1=C(CNC2=NC=3C(=CC(=CC3C=3N2N=C(N3)[C@]3(CNCCC3)F)F)OC)C=CC(=C1)OC |o1:19| (S or R)-N-(2,4-dimethoxybenzyl)-9-fluoro-2-(3-fluoropiperidin-3-yl)-7-methoxy-[1,2,4]triazolo[1,5-c]quinazolin-5-amine